2-({4-[(2-imino-4,5-dimethyl-2,3-dihydro-1,3-oxazol-3-yl)methyl]-1H-1,3-benzodiazol-2-yl}amino)-2-[3-(trifluoromethyl)phenyl]-propan-1-ol N=C1OC(=C(N1CC1=CC=CC=2NC(=NC21)NC(CO)(C)C2=CC(=CC=C2)C(F)(F)F)C)C